(5RS)-2-[4-Fluoro-3-(trifluoromethyl)benzyl]-3-oxo-2,3,5,6,7,8-hexahydro[1,2,4]triazolo[4,3-a]pyridine-5-carboxylic acid FC1=C(C=C(CN2N=C3N([C@H](CCC3)C(=O)O)C2=O)C=C1)C(F)(F)F |r|